FC1=CC=2N=C(N3C[C@@H](CN(C([C@H]4NC[C@@H](OC5=NC=CC(C(=C1)C23)=N5)C4)=O)C)OC)C (8S,11S,15S)-22-fluoro-15-methoxy-13,18-dimethyl-7-oxa-5,10,13,17,19,26-hexazapentacyclo[15.6.1.12,6.18,11.020,24]hexacosa-1(23),2(26),3,5,18,20(24),21-heptaen-12-one